ClC1=CC=C(C=N1)N1N=C(C=C1)C(=O)OCC ethyl 1-(6-chloro-3-pyridinyl)-1H-pyrazole-3-carboxylate